TETRAHYDRO-N,N-DIMETHYL-2,2-DIPHENYL-3-FURANMETHANAMIN CN(CC1C(OCC1)(C1=CC=CC=C1)C1=CC=CC=C1)C